3-{2-acetamidoimidazo[1,2-b]pyridazin-6-yl}-2-fluoro-N-[(1S)-1-[2-fluoro-5-(trifluoromethoxy)phenyl]ethyl]-6-methoxybenzamide C(C)(=O)NC=1N=C2N(N=C(C=C2)C=2C(=C(C(=O)N[C@@H](C)C3=C(C=CC(=C3)OC(F)(F)F)F)C(=CC2)OC)F)C1